C(CC)N(CC(CO)O)CCC 3-(dipropylamino)-1,2-propanediol